3-chloro-5-(6-chloro-2'-(2,4-dimethoxypyrimidin-5-yl)-3'-isopropyl-2,6'-dioxo-3',6'-dihydro-5'H-spiro[indoline-3,4'-pyrrolo[3,4-d]imidazol]-5'-yl)benzonitrile ClC=1C=C(C#N)C=C(C1)N1C(C=2N=C(N(C2C12C(NC1=CC(=CC=C12)Cl)=O)C(C)C)C=1C(=NC(=NC1)OC)OC)=O